NC=1C(=NC(=CN1)C1=NC=CC=C1OC(F)(F)F)C(=O)NC1=NC=CC=C1N1C[C@@H]([C@@H](CC1)N)F 3-amino-N-(3-((3S,4R)-4-amino-3-fluoropiperidin-1-yl)pyridin-2-yl)-6-(3-(trifluoromethoxy)pyridin-2-yl)pyrazine-2-carboxamide